NC1=CC=CC(=N1)S(=O)(=O)NC(=O)C=1C(=NC(=CC1)C1C2(CCC(C1)C2(C)C)C)OC2=C(C=C(C=C2C)C)C N-[(6-Amino-2-pyridyl)sulfonyl]-6-(1,7,7-trimethylnorbornan-2-yl)-2-(2,4,6-trimethylphenoxy)pyridin-3-carboxamid